8-(3-(2-morpholinylethoxy)phenyl)-N-(6-(piperazin-1-yl)pyridin-3-yl)pyrido[3,4-d]pyrimidin-2-amine N1(CCOCC1)CCOC=1C=C(C=CC1)C1=NC=CC2=C1N=C(N=C2)NC=2C=NC(=CC2)N2CCNCC2